FC1=C(C=CC(=C1)F)C=1C=C2CC(NC2=CC1)=O 5-(2,4-Difluorophenyl)indolin-2-one